FC(C=1C(=C(C=CC1)[C@@H](C)NC1=NC(=NC2=C3C(=C(C=C12)C1(CCN(CC1)C(C(C)(C)O)=O)O)OCC3)C)F)F (R)-1-(4-(4-((1-(3-(difluoromethyl)-2-fluorophenyl)ethyl)amino)-2-methyl-8,9-dihydrofuro[2,3-h]quinazolin-6-yl)-4-hydroxypiperidin-1-yl)-2-hydroxy-2-methylpropan-1-one